C(C)[C@]1(C2=C(NC=3CC(N=CC13)(C)C)N=CC=C2)C2=CC=CC=C2 (S)-5-ethyl-8,8-dimethyl-5-phenyl-5,8,9,10-tetrahydropyrido[2,3-b][1,6]naphthyridin